N-[(1R)-1-[3-amino-5-(trifluoromethyl)phenyl]ethyl]-1-[3-(3-methyl-2-oxo-imidazolidine-1-yl)phenyl]-6-oxo-pyridine-3-carboxamide NC=1C=C(C=C(C1)C(F)(F)F)[C@@H](C)NC(=O)C1=CN(C(C=C1)=O)C1=CC(=CC=C1)N1C(N(CC1)C)=O